tert-butyl (5,7-difluoro-6-(4,4,5,5-tetramethyl-1,3,2-dioxaborolan-2-yl)-1,2,3,4-tetrahydronaphthalen-1-yl)(methyl)carbamate FC1=C2CCCC(C2=CC(=C1B1OC(C(O1)(C)C)(C)C)F)N(C(OC(C)(C)C)=O)C